2-{2-[(5-cyclopropyl-4-phenyl-4H-1,2,4-triazol-3-yl)sulfanyl]acetamido}-4H,5H,6H-cyclopenta[b]thiophene-3-carboxamide C1(CC1)C=1N(C(=NN1)SCC(=O)NC1=C(C2=C(S1)CCC2)C(=O)N)C2=CC=CC=C2